bi[1,3]dioxole-5-carboxamide O1C(OC=C1C(=O)N)=C1OC=CO1